N-(2-(diethylamino)ethyl)-2,4-dimethyl-1H-pyrrole-3-carboxamide hydrochloride salt Cl.C(C)N(CCNC(=O)C1=C(NC=C1C)C)CC